OC1=C(CC(=C(C2=NC=CC=C21)O)C(=O)OC)C(=O)OC dimethyl 5,9-dihydroxy-7H-cyclohepta(B)pyridine-6,8-dicarboxylate